C(C)(C)(C)C1=CC=C(CSC=2C(=NC(=NC2)Cl)C(=O)O)C=C1 5-((4-(tert-butyl)benzyl)thio)-2-chloropyrimidine-4-carboxylic acid